tricetyl-methylammonium chloride [Cl-].C(CCCCCCCCCCCCCCC)[N+](C)(CCCCCCCCCCCCCCCC)CCCCCCCCCCCCCCCC